C(=C)C1OCOCC1 4-vinyl-1,3-dioxane